C(C)(C)C1=C(OC2=C3C(=C(N=N2)C2=CC(=CC=C2)C(F)(F)F)SC=C3)C(=CC=C1)C(C)C 4-(2,6-diisopropylphenoxy)-7-(3-(trifluoromethyl)phenyl)thieno[2,3-d]Pyridazine